(3aR,5s,6aS)-N-(5-(2-chloro-5-fluorophenyl)pyrimidin-2-yl)-2-(4-fluoro-3-methylbenzyl)octahydro-cyclopenta[c]pyrrol-5-amine ClC1=C(C=C(C=C1)F)C=1C=NC(=NC1)NC1C[C@@H]2[C@@H](CN(C2)CC2=CC(=C(C=C2)F)C)C1